FC1=C(C=CC(=C1F)F)CO (2,3,4-trifluorophenyl)methanol